N1(CCCC1)C1=CC2=C(NC=N2)C=C1 5-(Pyrrolidin-1-yl)-1H-benzo[d]imidazol